C1(=CC(=CC2=CC=CC=C12)O)O 1,3-naphthalenediol